O1C(=CC=C1)C(=O)[O-].[Ca+2].O1C(=CC=C1)C(=O)[O-] calcium furanic acid salt